ClC1=CC(=C(C=C1)[C@@H](NC(=O)[C@@H]1CNC(O1)=O)C1=CC=C(C=C1)Cl)OC(F)(F)F (S)-N-((S)-(4-chloro-2-(trifluoromethoxy)phenyl)(4-chlorophenyl)methyl)-2-oxo-oxazolidine-5-carboxamide